1,3,5-triiodophenoxyethanol IC1(OC(C)O)CC(=CC(=C1)I)I